C1(=CC=C(C=C1)N1N=NC=C1C(=O)O)C1=CC=C(C=C1)N1N=NC=C1C(=O)O ([1,1'-biphenyl]-4,4'-diyl)bis(1H-1,2,3-triazole-5-carboxylic acid)